(R)-1-(2-(2-(azetidin-1-yl)ethyl)-4-((1-(2-fluoro-3-(trifluoromethyl)phenyl)ethyl)amino)-7-methoxypyrido[2,3-d]pyrimidin-6-yl)cyclopropane-1-carbonitrile N1(CCC1)CCC=1N=C(C2=C(N1)N=C(C(=C2)C2(CC2)C#N)OC)N[C@H](C)C2=C(C(=CC=C2)C(F)(F)F)F